ClC=1C=C2C(=CC(N(C2=NC1C1=C(C=CC=C1)F)CC(C)(C)C)=O)O 6-chloro-7-(2-fluorophenyl)-4-hydroxy-1-neopentyl-1,8-naphthyridin-2(1H)-one